(S)-tert-Butyl 2-(((4-amino-6-chloropyrimidin-5-yl)oxy)methyl)azetidine-1-carboxylate NC1=NC=NC(=C1OC[C@H]1N(CC1)C(=O)OC(C)(C)C)Cl